ClC12C(C(C1)C2)Cl 1,2-dichloro-bicyclo[1.1.1]pentane